O[C@@H](C(CC(C)C)=O)C=1C=C2C(=NC1)N(C=C2)C2=CC(=CC=C2)C2=NN=CN2 (1R)-1-hydroxy-4-methyl-1-[1-[3-(4H-1,2,4-triazol-3-yl)phenyl]pyrrolo[2,3-b]pyridin-5-yl]pentan-2-one